CN(CCC1=CC=CC=2C=CC=3C(N4C(=NC3C21)C(=CC=C4)C(=O)N)=O)C (2-(dimethylamino)ethyl)-7-oxo-7H-benzo[h]pyrido[2,1-b]quinazoline-12-carboxamide